6-((R)-3-hydroxypyrrolidin-1-yl)-3-(4-(trifluoromethoxy)benzyl)isobenzofuran-1(3H)-one hydrochloride Cl.O[C@H]1CN(CC1)C1=CC=C2C(OC(C2=C1)=O)CC1=CC=C(C=C1)OC(F)(F)F